Cl.NC1=C(N=CC(=N1)N1CCN(CC1)C(=N)N)SC1=C(C(=CC=C1)Cl)Cl 4-(6-amino-5-((2,3-dichlorophenyl)thio)pyrazin-2-yl)piperazine-1-carboxamidine hydrochloride